F[C@H]1CN(CC[C@H]1NC1=CC=CN2C(=C(C=C12)C#CCNC=1C(=NC(=NC1)C(=O)NS(=O)(=O)C)OC)CC(F)(F)F)C 5-((3-(8-(((3S,4R)-3-fluoro-1-methylpiperidin-4-yl)amino)-3-(2,2,2-trifluoroethyl)indolizin-2-yl)prop-2-yn-1-yl)amino)-4-methoxy-N-(methylsulfonyl)pyrimidine-2-carboxamide